ethyl 2-(5-ethyl-3-fluoro-2-methoxyphenyl)acetate C(C)C=1C=C(C(=C(C1)CC(=O)OCC)OC)F